OCCNN 2-hydroxyethylhydrazine